3,3-dimethyl-1-(2-methyl-6-nitro-phenyl)azetidine CC1(CN(C1)C1=C(C=CC=C1[N+](=O)[O-])C)C